4-(3-cyclohexyl-2-acetoxyiminopropionyl)-4'-(2-ethoxy-2-oxoacetyl)p-terphenyl C1(CCCCC1)CC(C(=O)C1=CC=C(C=C1)C1=CCC(C=C1)(C1=CC=CC=C1)C(C(=O)OCC)=O)=NOC(C)=O